BrC1=CC2=CN(N=C2C=C1OC)[C@@H]1[C@@H]([C@@H](CCC1)O)C |r| rac-(1r,2s,3s)-3-(5-bromo-6-methoxy-2H-indazol-2-yl)-2-methylcyclohexane-1-ol